ClC1=CC=C(C=C1)C1=CC=C(C=C1)C1=CC=C(C=C1)Cl dichloro-1,1':4',1''-terphenyl